Methyl (R)-3-((2-((4-cyano-4-methylchromane-6-carboxamido)methyl)pyridin-4-yl)ethynyl)benzoate C(#N)[C@@]1(CCOC2=CC=C(C=C12)C(=O)NCC1=NC=CC(=C1)C#CC=1C=C(C(=O)OC)C=CC1)C